decan-4-amine CCCC(CCCCCC)N